(1-((6-cyclopropylimidazo[1,2-a]pyridin-2-yl)methyl)-1H-1,2,3-triazol-4-yl)methanol C1(CC1)C=1C=CC=2N(C1)C=C(N2)CN2N=NC(=C2)CO